C1(CC=CCCCCCCCCCCC1)=O (+)-(3R,5Z)-3-cyclopentadecene-1-one